N-(6-(2-methyloxazol-5-yl)isoquinolin-3-yl)-2-(4-methylpiperazin-1-yl)acetamide CC=1OC(=CN1)C=1C=C2C=C(N=CC2=CC1)NC(CN1CCN(CC1)C)=O